1-(amino)cyclobutanecarboxylic acid NC1(CCC1)C(=O)O